ClC=1C=CC(=C(CC2N(CCC(C2)C(=O)N)C(=O)C2=NNC(=C2)C2=CC(=NC=C2Cl)OC)C1)F (5-chloro-2-fluorobenzyl)-1-(5-(5-chloro-2-methoxypyridin-4-yl)-1H-pyrazole-3-carbonyl)piperidine-4-carboxamide